FC(S(=O)(=O)OC1=CC=2C(=C(CCC2C=C1)C1=CC=C(C=C1)O)C1=CC=C(C=C1)N1CCN(CC1)C(C)C)(F)F 7-(4-Hydroxyphenyl)-8-(4-(4-isopropylpiperazin-1-yl)phenyl)-5,6-dihydronaphthalen-2-yl trifluoromethanesulfonate